C1(=CC=CC2=CC=CC=C12)CC1=NC=2N(C(N(C(C2N1)=O)CC#C)=O)CCCCP(OCC)(OCC)=O Diethyl (4-(8-(naphthalen-1-ylmethyl)-2,6-dioxo-1-(prop-2-yn-1-yl)-1,2,6,7-tetrahydro-3H-purin-3-yl)butyl)phosphonate